C(=O)O.ClC=1C=C2CCCN(C2=C(C1)C1=C2C(=NC=C1)C=C(S2)CN2C(CCC2=O)=O)[C@H]2CNC1(CC(C1)F)C2 (R)-1-((7-(6-chloro-1-(2-fluoro-5-azaspiro[3.4]octan-7-yl)-1,2,3,4-tetrahydroquinolin-8-yl)thieno[3,2-b]pyridin-2-yl)methyl)pyrrolidine-2,5-dione, formic acid salt